Cl.C(C)(=O)C=1C(=CC2=C(OCO2)C1)NC(CC1CCNCC1)=O N-(6-acetylbenzo[d][1,3]-dioxol-5-yl)-2-(piperidin-4-yl)acetamide HCl salt